5-(2-chlorophenoxy)-3-(((2,2-difluorobenzo[d][1,3]dioxol-4-yl)methyl)amino)-4H-benzo[e][1,2,4]thiadiazine 1,1-dioxide ClC1=C(OC2=CC=CC3=C2NC(=NS3(=O)=O)NCC3=CC=CC=2OC(OC23)(F)F)C=CC=C1